2-(4-cyclobutylphenyl)acetonitrile C1(CCC1)C1=CC=C(C=C1)CC#N